tert-butyl 3-hydroxy-4-(hydroxymethyl)benzoate OC=1C=C(C(=O)OC(C)(C)C)C=CC1CO